dimethylphenyl-ethanol CCC(O)(C1=CC=CC=C1)C